O1C(=CC=C1)B(O)O 2-furylboronic acid